1-(α-D-galactopyranosyloxy)-3-hydroxy-octadecan-4-yl icosanoate C(CCCCCCCCCCCCCCCCCCC)(=O)OC(C(CCO[C@@H]1[C@H](O)[C@@H](O)[C@@H](O)[C@H](O1)CO)O)CCCCCCCCCCCCCC